ClC1=CN=CC(=N1)CNC=1C=C(C(=O)OC)C=CC1C methyl 3-{[(6-chloropyrazin-2-yl) methyl] amino}-4-methylbenzoate